ClC=1SC(=C2C1CCCC2=O)Cl 1,3-dichloro-6,7-dihydrobenzo[c]thiophen-4(5H)-one